C(#N)C[C@@H]1CC[C@H](CO1)NC1=C2C(=NC=C1C#N)NC=C2C(C2=C(C=C(C=C2)OC2=C(C=CC=C2)F)C)=O 4-(((3R,6S)-6-(cyanomethyl)tetrahydro-2H-pyran-3-yl)amino)-3-(4-(2-fluorophenoxy)-2-methylbenzoyl)-1H-pyrrolo[2,3-b]pyridine-5-carbonitrile